C(C)OC(C1=CC(=CC=C1)N1ONC2=C(O1)C(=C(S2)C=2OC=CN2)C)=O 3-(5-methyl-6-(oxazol-2-yl)-2,4-dioxa-1,4-dihydrothieno[2,3-d]pyrimidin-3(2H)-yl)benzoic acid ethyl ester